10-(p-methylphenyl)acridine CC1=CC=C(C=C1)N1C=2C=CC=CC2CC2=CC=CC=C12